2-(3-methylpyrazin-2-yl)-3-[3-(fluoromethyl)-2-methyl-azetidine-1-carbonyl]-4H-pyrazolo[1,5-a]pyrimidin-7-one CC=1C(=NC=CN1)C1=NN2C(NC=CC2=O)=C1C(=O)N1C(C(C1)CF)C